ClC=1C=NC2=C(OCC3N2CCN(C3)C(C(COCC3NCC3)O)=O)N1 2-((3-(3-chloro-6a,7,9,10-tetrahydrodipyrazino[2,3-b:1',2'-d][1,4]oxazin-8(6H)-yl)-2-hydroxy-3-oxopropoxy)methyl)azetidin